(cyanomethyl)-1-((4-methoxy-3-((2-methoxyphenyl)sulfonamido)benzo[d]isoxazol-6-yl)methyl)-1H-pyrazole-4-carboxamide C(#N)CC1=NN(C=C1C(=O)N)CC1=CC2=C(C(=NO2)NS(=O)(=O)C2=C(C=CC=C2)OC)C(=C1)OC